NC1C(N(C2=C(C(C1)(F)F)C=C(C(=C2)C=2OC(=NN2)C(C)(C)C)F)CC2=CC=C(C=C2)OC(F)(F)F)=O 3-amino-8-(5-tert-butyl-1,3,4-oxadiazol-2-yl)-5,5,7-trifluoro-1-[[4-(trifluoromethoxy)phenyl]methyl]-3,4-dihydro-1-benzazepin-2-one